(5S)-2-(3,4-Difluorobenzyl)-3-oxo-2,3,5,6,7,8-hexahydro[1,2,4]triazolo[4,3-a]pyridine-5-carboxylic acid FC=1C=C(CN2N=C3N([C@@H](CCC3)C(=O)O)C2=O)C=CC1F